(±)-2-(1-Naphthyl)ethyl-3,6-dihydro-2H-1,2-oxazin-5-methanol C1(=CC=CC2=CC=CC=C12)CCN1OCC(=CC1)CO